5-(3-chloro-4-methoxyphenyl)-N-(1-(methylsulfonyl)piperidin-3-yl)-1H-pyrrolo[2,3-b]pyridin-4-amine ClC=1C=C(C=CC1OC)C1=C(C2=C(N=C1)NC=C2)NC2CN(CCC2)S(=O)(=O)C